4-nitrophenylphenyl (3-(hexadecyloxy) propyl) phosphoramidate P(OC1=C(C=CC=C1)C1=CC=C(C=C1)[N+](=O)[O-])(OCCCOCCCCCCCCCCCCCCCC)(=O)N